tert-butyl 3-(4-((6-bromo-3-fluoropyridin-2-yl)amino)butyl)piperidine-1-carboxylate BrC1=CC=C(C(=N1)NCCCCC1CN(CCC1)C(=O)OC(C)(C)C)F